C(#C)C1=C(C=CC=C1)OCC(C)C 1-Ethynyl-2-isobutoxybenzene